C(C)O[Si](OCC)(OCC)NCCC tri-ethoxysilyl-propyl-amine